ClC=1C=C2C=CN(C2=C(C1)C1=C2C(=NC=C1)C=C(S2)CN2C(N(N=CC2=O)CC2CC2)=O)CC2(CCNCC2)C#N 4-((5-Chloro-7-(2-((2-(cyclopropylmethyl)-3,5-dioxo-2,5-dihydro-1,2,4-triAzin-4(3H)-yl)methyl)thieno[3,2-b]pyridin-7-yl)-1H-indol-1-yl)methyl)piperidine-4-carbonitrile